S(=O)(=O)(O)OC1CCCCCCCCCCC1 cyclododecanol sulfate